trans-N-(8-amino-6-chloro-2,7-naphthyridin-3-yl)-2-methyl-cyclopropanecarboxamide NC=1N=C(C=C2C=C(N=CC12)NC(=O)[C@H]1[C@@H](C1)C)Cl